BrC=1C(CCC1)=O bromocyclopent-2-en-1-one